NCCOCCOCCOCCOCCOCCNC1=C2C(N(C(C2=CC=C1)=O)C1C(NC(CC1)=O)=O)=O 4-[2-[2-[2-[2-[2-(2-Aminoethoxy)ethoxy]ethoxy]ethoxy]ethoxy]ethylamino]-2-(2,6-dioxo-3-piperidyl)isoindoline-1,3-dione